N[C@@H](C(C)C)C(=O)O[C@@H]1[C@H](O[C@]([C@@H]1O)(C1=CC=C2C(=NC=NN21)NC([C@H](CC)C)=O)C#N)COC(CC2CCCCC2)=O (2R,3S,4R,5R)-5-cyano-2-((2-cyclohexylacetoxy)methyl)-4-hydroxy-5-(4-((S)-2-methylbutanamido)pyrrolo[2,1-f][1,2,4]triazin-7-yl)tetrahydrofuran-3-yl L-valinate